FC(C1CC(=O)O1)(F)F β-Trifluoromethyl-β-Propiolactone